(dimethylamino)pyridazine-4-carboxylate CN(C)C=1N=NC=CC1C(=O)[O-]